tert-butyl (E)-2-(2-ethoxy-2-oxoethylidene)-1-methylhydrazine-1-carboxylate C(C)OC(\C=N\N(C(=O)OC(C)(C)C)C)=O